BrC=1C=CC=C2C(C=C(OC12)C(=O)NCC1CCCCC1)=O 8-bromo-N-(cyclohexylmethyl)-4-oxo-4H-chromene-2-carboxamide